spiro[fluorene-9,9'-xanthene]-2-yl-boronic acid C1=CC=CC=2OC3=CC=CC=C3C3(C12)C1=CC=CC=C1C=1C=CC(=CC13)B(O)O